(3-chlorobenzyl)-2-oxocyclopentane-1-carboxylic acid ethyl ester C(C)OC(=O)C1(C(CCC1)=O)CC1=CC(=CC=C1)Cl